C(C1=CC=CC=C1)ON1[C@@H]2CC[C@H](N(C1=O)C2)C(NS(N)(=O)=O)=N (2S,5R)-6-(benzyloxy)-7-oxo-N-sulfamoyl-1,6-diazabicyclo[3.2.1]octane-2-carboximidamide